2-(tert-butylazo)-2-cyanopropane C(C)(C)(C)N=NC(C)(C)C#N